2-chloro-N-(3-((2-((1-ethyl-1H-pyrazol-4-yl)amino)pyrrolo[2,1-f][1,2,4]triazin-4-yl)oxy)-4-fluorophenyl)acetamide ClCC(=O)NC1=CC(=C(C=C1)F)OC1=NC(=NN2C1=CC=C2)NC=2C=NN(C2)CC